2-chloro-1-methyl-1H-imidazole-4,5-dicarbonitrile ClC=1N(C(=C(N1)C#N)C#N)C